FC(CN1C(=NC=2C1=NC(=CC2)C=2C=CN1N=C(N=CC12)N[C@H]1[C@H](CN(CC1)C1COC1)F)C)F 5-(3-(2,2-difluoroethyl)-2-methyl-3H-imidazo[4,5-b]pyridin-5-yl)-N-((3S,4R)-3-fluoro-1-(oxetan-3-yl)piperidin-4-yl)pyrrolo[2,1-f][1,2,4]triazin-2-amine